4-amino-N-(2-methylpropyl)-N-((5-(trifluoromethyl)-2-pyridinyl)methyl)thieno[2,3-c]quinoline-8-carboxamide NC1=NC=2C=CC(=CC2C2=C1SC=C2)C(=O)N(CC2=NC=C(C=C2)C(F)(F)F)CC(C)C